3,4,5,6-tetrahydrouridine [C@@H]1([C@H](O)[C@H](O)[C@@H](CO)O1)N1C(=O)NC(=O)CC1